2,4,6-Tricarboxylresorcinol C(=O)(O)C1=C(O)C(=CC(=C1O)C(=O)O)C(=O)O